(4R)-4-[2-[2-[2-(2-benzyloxyethoxy)ethoxy]ethoxy]ethoxymethyl]-2,2-dimethyl-1,3-dioxolane C(C1=CC=CC=C1)OCCOCCOCCOCCOC[C@H]1OC(OC1)(C)C